ClC=1C(=C2C=NNC2=C(C1F)NC1CC1)C=1N=CC=2N(C1)C=C(N2)NC(=O)[C@H]2[C@H](C2)F (1S,2S)-N-(6-(5-chloro-7-(cyclopropylamino)-6-fluoro-1H-indazol-4-yl)imidazo[1,2-a]pyrazin-2-yl)-2-fluorocyclopropane-1-carboxamide